6-allyl-N-[4-(4-methylpiperidin-1-yl)phenyl]-6H-pyrimido[5,4-c][2,1]benzothiazin-2-amine 5,5-dioxide C(C=C)N1S(C2=C(C3=C1C=CC=C3)N=C(N=C2)NC2=CC=C(C=C2)N2CCC(CC2)C)(=O)=O